FC1=C(C(=CC=C1C(=O)C1=CNC2=NC=C(C=C21)C2=CC=C(C=C2)F)F)NS(=O)(=O)CCC N-(2,6-difluoro-3-(5-(4-fluorophenyl)-1H-pyrrolo[2,3-b]pyridine-3-carbonyl)phenyl)-propane-1-sulfonamide